C[C@@H]1N(CCN(C1)C)C(=O)C1=CC=C(C=C1)C1=CC(=NO1)C1=NNC2=CC(=C(C=C12)C#N)OCCOC 3-(5-{4-[(2S)-2,4-dimethylpiperazine-1-carbonyl]phenyl}-1,2-oxazol-3-yl)-6-(2-methoxyethoxy)-1H-indazole-5-carbonitrile